COC1(CCC1)N 3-cis-methoxycyclobutan-1-amine